2-(3,5-Dichloro-4-((6-oxo-1-((tetrahydro-2H-pyran-4-yl)methyl)-1,6-dihydropyridin-3-yl)oxy)phenyl)-3,5-dioxo-2,3,4,5-tetrahydro-1,2,4-triazine-6-carbonitrile ClC=1C=C(C=C(C1OC1=CN(C(C=C1)=O)CC1CCOCC1)Cl)N1N=C(C(NC1=O)=O)C#N